C(C(C)C)C1=C(C(=C(S1)S(=O)(=O)NC(OC)=O)C1=CC=C(C=C1)CN1C(=NC=C1)C(C)C)C Methyl ((5-isobutyl-3-(4-((2-isopropyl-1H-imidazol-1-yl)methyl)phenyl)-4-methylthiophen-2-yl)sulfonyl)carbamate